1-Propyl Gallate C(C1=CC(O)=C(O)C(O)=C1)(=O)OCCC